(4-((1H-imidazol-2-yl)methyl)piperidin-1-yl)(4'-(difluoromethyl)-[1,1'-biphenyl]-4-yl)methanone N1C(=NC=C1)CC1CCN(CC1)C(=O)C1=CC=C(C=C1)C1=CC=C(C=C1)C(F)F